ethyl (2R)-2-acetamido-3-sulfanyl-propionate C(C)(=O)N[C@H](C(=O)OCC)CS